(R)-N-(3-(4-chlorophenyl)-1-methylpyrrolidin-3-yl)-4-(trifluoromethoxy)benzenesulfonamide ClC1=CC=C(C=C1)[C@]1(CN(CC1)C)NS(=O)(=O)C1=CC=C(C=C1)OC(F)(F)F